2-methyl-7-nitro-3,4-dihydropyrrolo[1,2-a]pyrazin-1-one CN1C(C=2N(CC1)C=C(C2)[N+](=O)[O-])=O